CC(C(=O)O)CC(CC(CC(C(=O)O)C)C)C 2,4,6,8-Tetramethyl-azelaic acid